bromo(t-butyl)silane Br[SiH2]C(C)(C)C